3-(4-(((1R,3S)-3-aminocyclopentyl)((1s,4S)-4-methylcyclohexyl)amino)-1-oxoisoindolin-2-yl)piperidine-2,6-dione N[C@@H]1C[C@@H](CC1)N(C1=C2CN(C(C2=CC=C1)=O)C1C(NC(CC1)=O)=O)C1CCC(CC1)C